2-(2-chlorophenyl)-N-(1-(1-(4-fluorophenyl)ethyl)-4-sulfamoyl-1H-indazol-6-yl)acetamide ClC1=C(C=CC=C1)CC(=O)NC1=CC(=C2C=NN(C2=C1)C(C)C1=CC=C(C=C1)F)S(N)(=O)=O